C(C)(C)(C)OC(NC=1C(NC(N(N1)C1=CC(=C(C(=C1)Cl)OC=1C=C2C(=CC(NC2=CC1)=O)C(C)C)Cl)=O)=O)=O t-butyl-[2-[3,5-dichloro-4-[(4-isopropyl-2-oxo-1H-quinolin-6-yl)oxy]phenyl]-3,5-dioxo-1,2,4-triazin-6-yl]carbamate